C(C1=CC=CC=C1)N(C(CCl)=O)CC(O)C1=NC=C(C=C1)F N-benzyl-2-chloro-N-[2-(5-fluoro-2-pyridinyl)-2-hydroxyethyl]acetamide